N-[4-amino-1-(2-trimethylsilylethoxymethyl)pyrazolo[4,3-c]pyridin-7-yl]-N'-benzyl-N'-[(3-methyl-2-pyridyl)methyl]oxamide NC1=NC=C(C2=C1C=NN2COCC[Si](C)(C)C)NC(=O)C(=O)N(CC2=NC=CC=C2C)CC2=CC=CC=C2